C1CC12CCN(CC2)C2=CC=CC=C2C(=O)N 6-(6-azaspiro[2.5]octane-6-yl)benzamide